1-bromo-3-(2,3-dimethylphenyl)butane BrCCC(C)C1=C(C(=CC=C1)C)C